tert-Butyl ((1-(4-cyano-2,5-difluoro-3-methoxybenzyl)-1H-pyrazol-4-yl)methyl)carbamate C(#N)C1=C(C(=C(CN2N=CC(=C2)CNC(OC(C)(C)C)=O)C=C1F)F)OC